ClC=1C(=NC=CC1C=1C(=C(C=CC1)NC(=O)C1=CC=C(C=N1)CN(C(OC(C)(C)C)=O)CCO)C)C1=CC(=C(C(=C1)OC)C=O)F tert-Butyl ((6-((3-(3-chloro-2-(3-fluoro-4-formyl-5-methoxyphenyl)pyridin-4-yl)-2-methylphenyl)carbamoyl)pyridin-3-yl)methyl)(2-hydroxyethyl)carbamate